4-(2-hydroxycyclopentanecarbonyl)-3,4-dihydroquinoxalin-2(1H)-one OC1C(CCC1)C(=O)N1CC(NC2=CC=CC=C12)=O